methyl-N1-((1H-indol-5-yl)sulfonyl)-N-(4-chloro-3-fluorophenyl)-1H-pyrazole-3-carboxamide CC=1C(=NN(C1)S(=O)(=O)C=1C=C2C=CNC2=CC1)C(=O)NC1=CC(=C(C=C1)Cl)F